6-chloro-7-(cyanomethyl)-N-[5-(2,2-difluoroethyl)-4-methoxy-pyrimidin-2-yl]-1H-indole-3-sulfonamide ClC1=CC=C2C(=CNC2=C1CC#N)S(=O)(=O)NC1=NC=C(C(=N1)OC)CC(F)F